C(CCCCCCCCCCCC)C1=C(C(C(=O)O)=CC=C1C(=O)O)C(=O)O.C(C)(C)(C)C(C(C(=O)O)(O)C(C)(C)C)C1=CC=CC=C1.C(C)(C)(C)C(C(C(=O)O)(O)C(C)(C)C)C1=CC=CC=C1.C(C)(C)(C)C(C(C(=O)O)(O)C(C)(C)C)C1=CC=CC=C1.C(C)(C)(C)C(C(C(=O)O)(O)C(C)(C)C)C1=CC=CC=C1.OCC(CO)(CO)CO pentaerythritol tetra(di-t-butylhydroxyhydrocinnamate) tridecyl-trimellitate